Sodium pyrimidin-4-yl acetate C(C)(=O)OC1=NC=NC=C1.[Na]